3-amino-1-(4-chlorophenyl)propan-1,3,3-d3-1-ol NC(CC(O)([2H])C1=CC=C(C=C1)Cl)([2H])[2H]